11,14-Dihydroxydocos-16-enoic acid OC(CCCCCCCCCC(=O)O)CCC(CC=CCCCCC)O